NC1=C(C=CC=C1)CC(=O)NC=1C=C(C(=O)NC2=CC=C(C=C2)S(N)(=O)=O)C=CC1 3-(2-(2-aminophenyl)acetamido)-N-(4-sulfamoylphenyl)benzamide